NC1=C(C(CC2=CC(=CC=C12)OC)(C)C)C#N 1-amino-6-methoxy-3,3-dimethyl-4H-naphthalene-2-carbonitrile